(rac)-2'-[6-amino-5-(trifluoromethoxy)pyridin-3-yl]-N-[2-(pyridin-2-yl)propan-2-yl]-5',6'-dihydrospiro[pyrrolidine-3,4'-pyrrolo[1,2-b]pyrazole]-1-carboxamide NC1=C(C=C(C=N1)C=1C=C2N(N1)CC[C@]21CN(CC1)C(=O)NC(C)(C)C1=NC=CC=C1)OC(F)(F)F |r|